methyl 1-(2,2-difluoroethyl)-6-iodo-benzimidazole-4-carboxylate FC(CN1C=NC2=C1C=C(C=C2C(=O)OC)I)F